C(C)N1OC([C@H]2[C@H]1[C@H](C[C@H](C2)C)C)(C)C |r| rac-(3aR,5R,7S,7aR)-1-ethyl-3,3,5,7-tetramethyl-octahydrobenzo[c]isoxazole